2-{3-[(4-methanesulfonyl-2-methoxyphenyl)amino]prop-1-yn-1-yl}-N-[(1S,4S)-4-{6-oxa-3-azabicyclo[3.1.1]heptan-3-yl}cyclohexyl]-1-(2,2,2-trifluoroethyl)-1H-indol-4-amine CS(=O)(=O)C1=CC(=C(C=C1)NCC#CC=1N(C=2C=CC=C(C2C1)NC1CCC(CC1)N1C[C@H]2OC(C1)C2)CC(F)(F)F)OC